1-{2-[4-(4-methyl-piperazin-1-yl)-anilino]-pyrimidin-4-yl}-1H-indole-3-carboxamide CN1CCN(CC1)C1=CC=C(NC2=NC=CC(=N2)N2C=C(C3=CC=CC=C23)C(=O)N)C=C1